CN1CSC2=C1C=CC=C2 3-methylbenzothiazole